OC1=C(C=C(C=C1C(C)(C)C)CCC(=O)OCCCCCCCCCCCCCCCCCC)C(C)(C)C octadecyl 3-(4'-hydroxy-3',5'-di-t-butylphenyl)propionate